2-[2-[[2-(2,6-Dioxo-3-piperidyl)-1,3-dioxo-isoindolin-4-yl]amino]ethoxy]ethoxyl-acetaldehyde O=C1NC(CCC1N1C(C2=CC=CC(=C2C1=O)NCCOCCOCC=O)=O)=O